N1N=CC2=CC(=CC=C12)C1CN(C1)[C@@H]1[C@H](CCCC1)OC=1C=C2CN(C(C2=CC1)=O)C1C(NC(CC1)=O)=O 3-(5-(((1S,2S)-2-(3-(1H-indazol-5-yl)azetidin-1-yl)cyclohexyl)oxy)-1-oxoisoindolin-2-yl)piperidine-2,6-dione